ClC1=CC=C(C(=C1)F)C1=NC=C(C=C1)C(F)(F)F 2-chloro-4-fluoro-5-(5-(trifluoromethyl)pyridin-2-yl)benzene